((1,3-dioxolan-2-yl)methyl)triphenyl-phosphonium bromide [Br-].O1C(OCC1)C[P+](C1=CC=CC=C1)(C1=CC=CC=C1)C1=CC=CC=C1